1-(5-(5-((6,7-Dimethoxy-4-oxo-3,4-dihydrophthalazin-1-yl)methyl)-2-fluorophenyl)-1H-benzoimidazol-2-yl)-3-ethylurea COC=1C=C2C(NN=C(C2=CC1OC)CC=1C=CC(=C(C1)C1=CC2=C(NC(=N2)NC(=O)NCC)C=C1)F)=O